1-(3-methyloxetan-3-yl)piperazine CC1(COC1)N1CCNCC1